N1(C=NC=C1)C=1C=C(C(=O)NC2CCC(CC2)OCCOC)C=CN1 2-(1H-imidazol-1-yl)-N-(4-(2-methoxyethoxy)cyclohexyl)isonicotinamide